O1C2=C(N=CC1)C=CC=C2 2H-benzo[b][1,4]oxazin